COC(CC1=C(C=C(C=C1)Br)COCCC1=NC(=CC=C1C#N)COC1=NC(=CC=C1)Cl)=O 2-[4-bromo-2-[2-[6-[(6-chloro-2-pyridinyl)oxymethyl]-3-cyano-2-pyridinyl]ethoxymethyl]phenyl]acetic acid methyl ester